dimethyl-4,5-dihydro-1,2-oxazole CC1C(=NOC1)C